5-chloro-N-((1r,4r)-4-((3-(2-ethyl-3-methyl-2H-pyrazolo[3,4-b]pyridin-5-yl)-2-oxo-2,3-dihydro-1H-benzo[d]imidazol-1-yl)methyl)cyclohexyl)-2-methylnicotinamide ClC=1C=NC(=C(C(=O)NC2CCC(CC2)CN2C(N(C3=C2C=CC=C3)C3=CC=2C(N=C3)=NN(C2C)CC)=O)C1)C